OCC=1C(=NC(=NC1)SC)N[C@H]1[C@@](CCC1)(O)C (1R,2R)-2-((5-(Hydroxymethyl)-2-(methylthio)pyrimidin-4-yl)amino)-1-methylcyclopentan-1-ol